BrC1=C(C(=CC(=C1)C(C)(C)C)C(C)(C)C)O 2-bromo-4,6-di-tert-butylphenol